(3s,4r)-3-methyl-4-[N-methyl-4-(trifluoromethoxy)anilino]piperidine-1-carboxylic acid tert-butyl ester C(C)(C)(C)OC(=O)N1C[C@@H]([C@@H](CC1)N(C1=CC=C(C=C1)OC(F)(F)F)C)C